C(CCCCCCCCC)N(C(CCC(=O)O)=O)CCCCCCCCCC 4-(didecylamino)-4-oxobutanoic acid